FC1(CCC(CC1)N1C=C(C(=CC1=O)NC1[C@@H]2CN(C[C@H]12)C)C(=O)N[C@H](C)C1=C(C(=CC=C1)C(F)F)F)F 1-(4,4-difluorocyclohexyl)-N-((R)-1-(3-(difluoromethyl)-2-fluorophenyl)ethyl)-4-(((1R,5S,6s)-3-methyl-3-azabicyclo[3.1.0]hexan-6-yl)amino)-6-oxo-1,6-dihydropyridine-3-carboxamide